ortho-hydroxybenzophenone OC1=C(C=CC=C1)C(C1=CC=CC=C1)=O